ClC=1C(=C(NC=2C3=C(N=CN2)C=CC(=N3)C32CN(CC2C3)C(=O)OC(C)(C)C)C=CC1Cl)F tert-butyl 1-[4-(3,4-dichloro-2-fluoro-anilino)pyrido[3,2-d]pyrimidin-6-yl]-3-azabicyclo[3.1.0]hexane-3-carboxylate